FC(C(C(C(C(F)(F)OC(C=C)=O)(F)F)(F)F)(F)F)CC(F)(F)F.C(C(=C)C)(=O)OC(C(C(C(C(CC(F)(F)F)F)(F)F)(F)F)(F)F)(F)F dodecafluoroheptyl methacrylate dodecafluoroheptyl-acrylate